1,2,3-trifluoro-2-butene FCC(=C(C)F)F